C(#N)C1=C(NC=2C=C3C(N(C=NC3=CC2)C2COC3(C2)CCN(CC3)C3CCC(CC3)C3=C(C=C(C=C3)NC3C(NC(CC3)=O)=O)F)=O)C(=CC=C1NS(N(C)CC)(=O)=O)F 3-[6-[2-cyano-3-[[ethyl(methyl)sulfamoyl]amino]-6-fluoro-anilino]-4-oxo-quinazolin-3-yl]-8-[4-[4-[(2,6-dioxo-3-piperidyl)amino]-2-fluoro-phenyl]cyclohexyl]-1-oxa-8-azaspiro[4.5]decane